COC(=O)C1=CN=C2C(=N1)N(C(=C2F)C2(CC2)C)C.C(CCCCCCCCCCCCCCC)OC2=CC=C(C=C2)P(C2=CC=C(C=C2)OCCCCCCCCCCCCCCCC)C2=CC=C(C=C2)OCCCCCCCCCCCCCCCC tris-(4-n-hexadecyloxyphenyl)phosphine methyl-7-fluoro-5-methyl-6-(1-methylcyclopropyl)pyrrolo[2,3-b]pyrazine-3-carboxylate